1-(4,4,5,5-tetramethyl-1,3,2-dioxaborolan-2-yl)ethan-1-one CC1(OB(OC1(C)C)C(C)=O)C